C(C)(C)(C)OC(=O)NC1=CC(=NC(=C1C(=O)OC(C)(C)C)Cl)C1=CCCC1 tert-butyl 4-(tert-butoxycarbonylamino)-2-chloro-6-cyclopentenylnicotinate